COC(C=C1CCN(C1)C(=O)[O-])=O 4-(2-methoxy-2-oxoethylidene)pyrrolidine-1-carboxylate